C[Si](OC)(C)CCCNC1=NC(=NC(=N1)S)S 6-dimethylmethoxysilylpropylamino-1,3,5-triazine-2,4-dithiol